N1C=CC=2C1=NC=CC2[C@@H](C)OC=2C=C1C(=NNC1=CC2)C=2C=CC(=NC2)N2CC1(C2)CCN(CC1)C(C)=O (R)-1-(2-(5-(5-(1-(1H-pyrrolo[2,3-b]pyridin-4-yl)ethoxy)-1H-indazol-3-yl)pyridin-2-yl)-2,7-diazaspiro[3.5]nonan-7-yl)ethan-1-one